ClC1=C(C=CC=C1)C(C(F)(F)F)=O 1-(2-chlorophenyl)-2,2,2-trifluoroethane-1-one